tert-butyl 4-(((4R,5R)-5-(4-(tert-butoxycarbonyl) phenyl)-1-(2,2,2-trifluoroethyl) azepan-4-yl) methyl)-5,7-dimethyl-1H-indole-1-carboxylate C(C)(C)(C)OC(=O)C1=CC=C(C=C1)[C@H]1[C@@H](CCN(CC1)CC(F)(F)F)CC1=C2C=CN(C2=C(C=C1C)C)C(=O)OC(C)(C)C